5-(4-octyl-3-(octyloxy)thiophen-2-yl)-7-(thiophen-2-yl)benzo[c][1,2,5]thiadiazole C(CCCCCCC)C=1C(=C(SC1)C1=CC=2C(=NSN2)C(=C1)C=1SC=CC1)OCCCCCCCC